N1=CC(=CC=C1)CO[C@@H]1CC2=CC[C@H]3[C@@H]4CC=C([C@@]4(C)CC[C@@H]3[C@]2(CC1)C)N1C=NC2=C1C=CC=C2 3β-(pyridin-3-ylmethoxy)-17-(1H-benzimidazol-1-yl)androsta-5,16-diene